CNC(=O)C=1C=CC=2N(C1)C=C(N2)N2C(CN(CC2)C(C=C)=O)=O N-methyl-2-(2-oxo-4-prop-2-enoyl-piperazin-1-yl)imidazo-[1,2-a]pyridine-6-carboxamide